C1(=CC=C(C=C1)C=1OCC(N1)C)C=1OCC(N1)C p-phenylene-bis(4-methyl-2-oxazoline)